(R)-5-cyano-3-(3-methylmorpholino)picolinic acid C(#N)C=1C=C(C(=NC1)C(=O)O)N1[C@@H](COCC1)C